diallyldimethylammonium-bis(trifluoromethanesulfonyl)imide [N-](S(=O)(=O)C(F)(F)F)S(=O)(=O)C(F)(F)F.C(C=C)[N+](C)(C)CC=C